C=CC(C)=CCCC(C)=C alpha-ocimene